6-fluoro-2-(1H-pyrazol-4-yl)quinoline FC=1C=C2C=CC(=NC2=CC1)C=1C=NNC1